5'-(4-(9H-carbazol-9-yl)phenyl)-4,4''-di(9H-carbazol-9-yl)-6'-(4-(3-methyl-9H-carbazol-9-yl)phenyl)-4'-(pyridin-4-yl)-[1,1':2',1''-terphenyl]-3'-carbonitrile C1=CC=CC=2C3=CC=CC=C3N(C12)C1=CC=C(C=C1)C=1C(=C(C(=C(C1C1=CC=C(C=C1)N1C2=CC=CC=C2C=2C=C(C=CC12)C)C1=CC=C(C=C1)N1C2=CC=CC=C2C=2C=CC=CC12)C1=CC=C(C=C1)N1C2=CC=CC=C2C=2C=CC=CC12)C#N)C1=CC=NC=C1